N1N=NC(=C1)N1C(NC2=CCCCC2C1=O)=O 3-(1,2,3-Triazol-4-yl)tetrahydroquinazoline-2,4-dione